NC1(CCC1)C1=CC=C(C=C1)C1=NC=2C=CN3C(C2C=C1C1=CC=CC=C1)=NNC3=O 8-(4-(1-aminocyclobutyl)phenyl)-9-phenyl-[1,2,4]triazolo[3,4-f][1,6]naphthyridin-3(2H)-one